FC1=CC(=C(C=C1)N1N=C(C(=C1)OC)C(=O)Cl)C 1-(4-fluoro-2-methylphenyl)-4-methoxy-1H-pyrazole-3-carbonyl chloride